ClC(C(C)N=O)(C)C 3-chloro-3-methyl-2-nitrosobutane